10,10-bis(4-hydroxyphenyl)-9-anthrone OC1=CC=C(C=C1)C1(C=2C=CC=CC2C(C2=CC=CC=C12)=O)C1=CC=C(C=C1)O